N1N=C(C2=CC=CC=C12)C1=NN(C=C1)C=1C=CC2=C(N=C(O2)N2CCOCC2)C1 5-(3-(1H-indazol-3-yl)-1H-pyrazol-1-yl)-2-morpholinobenzo[d]oxazole